6-(2-hydroxyethylamino)hexane OCCNCCCCCC